ClC1=CC=CC2=C1NC(=N2)C(=O)N2C1C3=CC=CC=C3C(C2)C1 (7-chloro-1H-benzo[d]imidazol-2-yl)(3,4-dihydro-1,4-methanoisoquinolin-2(1H)-yl)methanone